FC(S(=O)(=O)OC1=C(C(=C(C=C1)C=1C=NN(C1C1=NC=CC=C1)COCC[Si](C)(C)C)F)F)(F)F [2,3-difluoro-4-[5-(2-pyridyl)-1-(2-trimethylsilylethoxymethyl)pyrazol-4-yl]phenyl] trifluoromethanesulfonate